2',6-dichloro-5'-methoxy-[4,4'-bipyridine] ClC1=NC=C(C(=C1)C1=CC=NC(=C1)Cl)OC